(S)-2-(4-phenoxyphenyl)-7-(piperidine-4-yl)-4,5,6,7-tetrahydro[2-14C]Pyrazolo[1,5-a]Pyrimidine-3-carbonitrile O(C1=CC=CC=C1)C1=CC=C(C=C1)[14C]1=NN2C(NCC[C@H]2C2CCNCC2)=C1C#N